4-(2-amino-5-(2-methoxypyridin-3-yl)-4-oxo-4,7-dihydro-3H-pyrrolo[2,3-d]pyrimidin-6-yl)-N,N-dimethylbenzenesulfonamide NC=1NC(C2=C(N1)NC(=C2C=2C(=NC=CC2)OC)C2=CC=C(C=C2)S(=O)(=O)N(C)C)=O